Tungsten Carbide Cobalt C#[W].[Co]